N1=C(N=CC=C1)N1N=CN=C1 2-pyrimidin-2-yl-1,2,4-triazol